(2S,4r)-1-[(2S)-2-(4-cyclopropyltriazol-1-yl)-3,3-dimethyl-butyryl]-4-hydroxy-N-[(1r,2S)-2-[2-(trifluoromethoxy)phenyl]cyclopropyl]pyrrolidine-2-carboxamide C1(CC1)C=1N=NN(C1)[C@H](C(=O)N1[C@@H](C[C@H](C1)O)C(=O)N[C@H]1[C@@H](C1)C1=C(C=CC=C1)OC(F)(F)F)C(C)(C)C